C(C)(C)(C)OC(CN1CCN(CCN(CCN(CC1)CC(OC(C)(C)C)=O)CC(OC(C)(C)C)=O)CC(=O)NCC=1C=C(C(=O)N[C@@H](CCSC)C(=O)NCC(=O)N[C@@H](CCCCN)C(=O)OC(C)(C)C)C=CC1)=O tert-butyl N-[3-({2-[4,7,10-tris(2-tert-butoxy-2-oxoethyl)-1,4,7,10-tetraazacyclododecan-1-yl] acetamido}methyl)benzoyl]-L-methionylglycyl-L-lysinate